OC[C@H](C1=CC=CC=C1)NC1=CC(=NC=C1C1=NC=NO1)NC1=CC=C2C(NN(C2=C1)C)=O (S)-6-((4-((2-hydroxy-1-phenylethyl)amino)-5-(1,2,4-oxadiazol-5-yl)pyridin-2-yl)amino)-1-methyl-1,2-dihydro-3H-indazol-3-one